C(C)(C)(C)O[Sn]1(N(CCC1)CC)OC(C)(C)C 2,2-di-tert-butoxy-1-ethyl-1,2-azastannolidine